COC1=CC=C(C=N1)CN1C2CN(CC1C2)C2=CC=C(C=N2)C=2C=1N(C=C(C2)O)N=C2C1C=NN2 4-(6-(6-((6-methoxypyridin-3-yl)methyl)-3,6-diazabicyclo[3.1.1]heptan-3-yl)pyridin-3-yl)-1H-pyrazolo[3',4':3,4]pyrazolo[1,5-a]pyridin-6-ol